3-(methoxymethyl)-9-(trifluoromethyl)-2H-[1,4]thiazino[2,3,4-ij]quinazolin-5(3H)-one COCC1CSC=2C=C(C=C3C=NC(N1C23)=O)C(F)(F)F